2,4-difluoro-10-phenyl-10H-phenothiazine FC1=CC=2N(C3=CC=CC=C3SC2C(=C1)F)C1=CC=CC=C1